FC1=CC=C(C(=O)N2[C@@H](C(NCC2)=O)C)C=C1 (R)-4-(4-fluorobenzoyl)-3-methylpiperazine-2-one